C(C)(C)C1=CC=C(C=C1)N1C(N(C(C1)=O)CC1=CC(=C(OC(C(=O)OCC)(C)C)C(=C1)C)C)=O Ethyl 2-(4-((3-(4-isopropylphenyl)-2,5-dioxoimidazolin-1-yl)methyl)-2,6-dimethylphenoxy)-2-methylpropionate